2-fluoro-4-(7-{[(3-methyloxetan-3-yl)methyl]amino}-[1,2,4]triazolo[1,5-a]pyridin-5-yl)benzonitrile FC1=C(C#N)C=CC(=C1)C1=CC(=CC=2N1N=CN2)NCC2(COC2)C